6-benzyl-1,3,8-trimethyl-2,4,7-trioxo-1,2,3,4,7,8-hexahydropyrido[2,3-d]pyrimidin-5-yl p-toluenesulfonate CC1=CC=C(C=C1)S(=O)(=O)OC1=C(C(N(C=2N(C(N(C(C21)=O)C)=O)C)C)=O)CC2=CC=CC=C2